(2S,4R)-N-((R)-1-(4-carbamimidoylthiophen-2-yl)ethyl)-1-((dibenzo[b,d]thiophene-2-carbonyl)glycyl)-4-fluoro-4-(methoxymethyl)pyrrolidine-2-carboxamide C(N)(=N)C=1C=C(SC1)[C@@H](C)NC(=O)[C@H]1N(C[C@](C1)(COC)F)C(CNC(=O)C1=CC2=C(SC3=C2C=CC=C3)C=C1)=O